6-(3-amino-5-fluoro-6-(3-((3-methoxyazetidin-1-yl)methyl)-4-morpholinophenyl)pyrazin-2-yl)-3,4-dihydroisoquinolin-1(2H)-one NC=1C(=NC(=C(N1)F)C1=CC(=C(C=C1)N1CCOCC1)CN1CC(C1)OC)C=1C=C2CCNC(C2=CC1)=O